benzyl-3-(trifluoromethyl)pyrrolidin-3-amine C(C1=CC=CC=C1)N1CC(CC1)(N)C(F)(F)F